OC1(CCC1)COCC1=CC(=C2CNC(C2=C1)=O)C(F)(F)F 6-{[(1-hydroxycyclobutyl)methoxy]methyl}-4-(trifluoromethyl)-3H-isoindol-1-one